ClC1=NC=C(C(=N1)OC1=CC=CC=C1)Cl 2,5-dichloro-4-phenoxypyrimidine